3-[4-(methylsulfonyl)phenyl]-3-[4-(7H-pyrrolo[2,3-d]pyrimidin-4-yl)-1H-pyrazol-1-yl]propanenitrile CS(=O)(=O)C1=CC=C(C=C1)C(CC#N)N1N=CC(=C1)C=1C2=C(N=CN1)NC=C2